FC=1C(=C(C(=O)OC)C(=C(C1OC)OC)C)I Methyl 3-fluoro-2-iodo-4,5-dimethoxy-6-methylbenzoate